C1=CC=CC=2C3=CC=CC=C3N(C12)C1=C(C(=C(C(=C1N1C2=CC=CC=C2C=2C=CC=CC12)C1=NC=CC=C1)N1C2=CC=CC=C2C=2C=CC=CC12)N1C2=CC=CC=C2C=2C=CC=CC12)C=1SC2=C(N1)C=CC=C2 2-(2,3,5,6-tetra(9H-carbazol-9-yl)-4-(pyridin-2-yl)phenyl)benzo[d]thiazole